n-hexadecyltrimethylenediamine hexacosanate C(CCCCCCCCCCCCCCCCCCCCCCCCC)(=O)O.C(CCCCCCCCCCCCCCC)NCCCN